6-[[tert-butoxycarbonyl (2,6-dichloro-3,5-dimethoxy-phenyl)carbamoyl]-methyl-amino]pyrimidin-4-yl-N-[4-(7-ethyl-2,7-diazaspiro[3.5]nonan-2-yl)-2-amino-phenyl]carbamate C(C)(C)(C)OC(=O)N(C(=O)N(C1=CC(=NC=N1)N(C([O-])=O)C1=C(C=C(C=C1)N1CC2(C1)CCN(CC2)CC)N)C)C2=C(C(=CC(=C2Cl)OC)OC)Cl